C(C)(CC)C1C(NC2=C(CN1C(=NC#N)N(C)C)C=CC=C2)=O 3-(sec-butyl)-N'-cyano-N,N-dimethyl-2-oxo-1,2,3,5-tetrahydro-4H-benzo[1,4]diazepine-4-carboxamidine